O=C1COC2=C(N1)C=C(C=C2)C(=O)N2CCC(CC2)CC2=CC=C(C#N)C=C2 4-[[1-(3-oxo-4H-1,4-benzoxazine-6-carbonyl)piperidin-4-yl]methyl]benzonitrile